C[C@H]1N(C[C@@H](N(C1)C1=NC=CC(=N1)C)C)C(=O)OC1CC2(CN(C2)CC2=CC=CC=C2)C1 2-benzyl-2-azaspiro[3.3]heptan-6-yl (2R,5S)-2,5-dimethyl-4-(4-methylpyrimidin-2-yl)piperazine-1-carboxylate